ClC1=NC(=CC2=C1N(C=N2)C(C)C)C2=CC=C1C(=C2)N(C(C12CCN(CC2)C(=O)OC(C)(C)C)=O)C2CC(C2)N2CC(CC2)(C)C tert-butyl 6-(4-chloro-3-isopropyl-3H-imidazo[4,5-c]pyridin-6-yl)-1-((1s,3s)-3-(3,3-dimethylpyrrolidin-1-yl) cyclobutyl)-2-oxospiro[indoline-3,4'-piperidine]-1'-carboxylate